N-(5-(2,2-difluoroethyl)-4,6-dimethoxypyrimidin-2-yl)-7-methyl-1,8-dihydropyrrolo[3,2-g]indole-3-sulfonamide FC(CC=1C(=NC(=NC1OC)NS(=O)(=O)C1=CNC2=C1C=CC=1C=C(NC21)C)OC)F